CC1C(C1C=1C=NN(C1)C)C(=O)O 2-methyl-3-(1-methylpyrazol-4-yl)cyclopropanecarboxylic acid